N-(4-methyl-phenyl)methyl-methacrylamide CC1=CC=C(C=C1)CNC(C(=C)C)=O